COC=1C(=CC2=C(N=C(N=C2N[C@H](C)C2=C(C(=CC=C2)C(F)(F)F)C)C)N1)C=1CCN(CC1)C(C)=O 1-{4-[7-methoxy-2-methyl-4-({(1R)-1-[2-methyl-3-(trifluoromethyl)phenyl]ethyl}amino)pyrido[2,3-d]pyrimidin-6-yl]-3,6-dihydropyridin-1(2H)-yl}ethan-1-one